2-bromo-4-nitro-1-(trifluoromethyl)benzene tert-butyl-4-{3-[4-(1-methylindol-3-yl)-2,5-dioxo-1H-pyrrol-3-yl]indol-1-yl}piperidine-1-carboxylate C(C)(C)(C)OC(=O)N1CCC(CC1)N1C=C(C2=CC=CC=C12)C=1C(NC(C1C1=CN(C2=CC=CC=C12)C)=O)=O.BrC1=C(C=CC(=C1)[N+](=O)[O-])C(F)(F)F